ClC1=NC=CC(=C1C(F)(F)F)NC1=CC2=C(N(C(N2CCC(C)(C)O)=O)C)C=C1 5-((2-chloro-3-(trifluoromethyl)pyridin-4-yl)amino)-3-(3-hydroxy-3-methylbutyl)-1-methyl-1,3-dihydro-2H-benzo[d]imidazol-2-one